rac-cis-1-[2-(3-chlorophenyl)ethyl]-3-[(4-methanesulfonylphenoxy)methyl]-4-methylpyrrolidine ClC=1C=C(C=CC1)CCN1C[C@H]([C@H](C1)C)COC1=CC=C(C=C1)S(=O)(=O)C |r|